4-{[6-(5-chloro-2-fluorophenyl)pyridazin-4-yl]Amino}-1-{[2-(trimethylsilyl)ethoxy]Methyl}-1H-pyrrolo[2,3-b]Pyridine-2-carboxylic acid methyl ester COC(=O)C1=CC=2C(=NC=CC2NC2=CN=NC(=C2)C2=C(C=CC(=C2)Cl)F)N1COCC[Si](C)(C)C